[C@@H]12CN(C[C@@H](N1)C2)C2=NC(=NC1=C(C(=C(C=C21)Cl)C2=CC=C(C1=C2N=C(S1)N)F)F)OCC[C@H]1N(CCC1)C 4-(4-((1R,5S)-3,6-diazabicyclo[3.1.1]heptan-3-yl)-6-chloro-8-fluoro-2-(2-((S)-1-methylpyrrolidin-2-yl)ethoxy)quinazolin-7-yl)-7-fluorobenzo[d]thiazol-2-amine